2-(perfluorophenyl)ethyl-ammonium FC1=C(C(=C(C(=C1F)F)F)F)CC[NH3+]